FC(C(C(=O)NC(C)(C#CC1=CC=CC=2N(CCOCC21)C2=NC=1N(C3=CC=CC(=C23)F)C(=NN1)C)C)(C)C)(F)F 3,3,3-trifluoro-N-(4-(1-(6-fluoro-1-methyl-[1,2,4]triazolo[4,3-a]quinazolin-5-yl)-1,2,3,5-tetrahydrobenzo[e][1,4]oxazepin-6-yl)-2-methylbut-3-yn-2-yl)-2,2-dimethylpropanamide